N1=C(C=NC2=CC=CC=C12)C1=CN=C(S1)C#CCCCCNC(OC(C)(C)C)=O tert-butyl (6-(5-(quinoxalin-2-yl)thiazol-2-yl)hex-5-yn-1-yl)carbamate